1-(tert-butyl)-3-(1,4-dioxaspiro[4.5]decan-8-yl)-3-(trifluoromethyl)-1H-pyrazole C(C)(C)(C)N1NC(C=C1)(C(F)(F)F)C1CCC2(OCCO2)CC1